Cl.Cl.N[C@H](C(=O)O)CCN (S)-2,4-diaminobutyric acid dihydrochloride